azetidine-3-carbohydrazide N1CC(C1)C(=O)NN